3,5-dihydroxy-4-fluorosulfonyloxy-trans-stilbene OC=1C=C(C=C(C1OS(=O)(=O)F)O)\C=C\C1=CC=CC=C1